(3-(Phenylamino)phenyl)boronic acid C1(=CC=CC=C1)NC=1C=C(C=CC1)B(O)O